ClC1=C(C=CC(=C1)F)C=1N=CC(=NC1)N1[C@@H]2C(NCCCCN3C=C4C(C=CC=C4C=4C=CC=C(O[C@H](C1)C2)C4)=N3)=O (16S,19S)-17-[5-(2-chloro-4-fluoro-phenyl)pyrazin-2-yl]-20-oxa-9,14,17,27-tetrazapentacyclo[19.3.1.16,9.116,19.02,7]heptacosa-1(25),2,4,6(27),7,21,23-heptaen-15-one